C(C)(C)(C)OC(NCCC[C@@H](C(C)C)N1CC2(C1)CN(CC2)C=2N=CN=NC2OC2=C(C=C(C=C2)F)C(N(C(C)C)CC)=O)=O (S)-(4-(6-(6-(2-(ethyl-(isopropyl)carbamoyl)-4-fluorophenoxy)-1,2,4-triazin-5-yl)-2,6-diazaspiro[3.4]oct-2-yl)-5-methylhexyl)carbamic acid tert-butyl ester